C1(CCCCC1)C=1N=C(N(C1C(=O)OC(C)(C)C)C)CC tert-butyl 4-cyclohexyl-2-ethyl-1-methyl-1H-imidazole-5-carboxylate